(R)-N-(1-(4-(7-(3,9-diazaspiro[5.5]undec-3-yl)-9H-pyrimido[4,5-b]indol-4-yl)-2-methylphenyl)ethyl)-3-(tert-butyl)-1,2,4-oxadiazole-5-carboxamide C1CN(CCC12CCNCC2)C2=CC=C1C3=C(NC1=C2)N=CN=C3C3=CC(=C(C=C3)[C@@H](C)NC(=O)C3=NC(=NO3)C(C)(C)C)C